α-acetyl-γ-butyrolactone C(C)(=O)C1C(=O)OCC1